FC(C(=O)N1C(CCC1)C=1C=C(CN2CCN(CC2)C(=O)OC(C)(C)C)C=CC1)(F)F tert-butyl 4-(3-(1-(2,2,2-trifluoroacetyl)pyrrolidin-2-yl)benzyl)piperazine-1-carboxylate